C(=C)N1C=[N+](C=C1)C(C(=O)O)C1=CC=CC=C1 2-(N-vinylimidazolium-N'-yl)-2-phenylacetic acid